N1-((1H-Indol-5-yl)methyl)-N3-(7-(3,5-bis(trifluoromethyl)phenyl)quinolin-4-yl)propane-1,3-diamine N1C=CC2=CC(=CC=C12)CNCCCNC1=CC=NC2=CC(=CC=C12)C1=CC(=CC(=C1)C(F)(F)F)C(F)(F)F